O=C1N(C(C2=CC=CC=C12)=O)C(C(=O)O)COC 2-(1,3-dioxoisoindolin-2-yl)-3-methoxypropanoic acid